HexaMethyleneTetraamine C1N2CN3CN1CN(C2)C3